(S)-7-bromo-4-(cyclopropylethynyl)-4-(1,1-difluoroethyl)-6-fluoro-1-(4-methoxybenzyl)-3-methyl-3,4-dihydroquinazolin-2(1H)-one BrC1=C(C=C2[C@](N(C(N(C2=C1)CC1=CC=C(C=C1)OC)=O)C)(C(C)(F)F)C#CC1CC1)F